4,4',6,6'-tetraethyl-2,2'-biphenol C(C)C=1C=C(C(=C(C1)CC)O)C=1C(=C(C=C(C1)CC)CC)O